C(CCCCCCC)P(O)(O)O mono-octylphosphorous acid